C(C(C)C)C1=CC(=C(C#N)C(=C1)OC(F)(F)F)N1CC(N(CC1)CC=1N=NC=CC1)C 4-isobutyl-2-(3-methyl-4-(pyridazin-3-ylmethyl)piperazin-1-yl)-6-(trifluoromethoxy)benzonitrile